FC[C@@H]1[C@@](C(NC1)=O)(C)[C@H](C)C1=CC=C(C=C1)COC1=NC(=CC(=C1)N1CC(C1)O)C (3R,4R)-4-(fluoromethyl)-3-[(1R)-1-[4-[[4-(3-hydroxyazetidin-1-yl)-6-methyl-2-pyridyl]oxymethyl]phenyl]ethyl]-3-methyl-pyrrolidin-2-one